1,2,3,4,5,6-hexahydrobenzo[d]azepine C1CNCCC2C1=CC=CC2